N'-hydroxy-pyridine-2-carboxamidine ON=C(N)C1=NC=CC=C1